3-(difluoromethoxy)-4-[3-(difluoromethyl)-4-methanesulfonyl-phenyl]-1H-pyrazolo[4,3-c]pyridine FC(OC1=NNC2=C1C(=NC=C2)C2=CC(=C(C=C2)S(=O)(=O)C)C(F)F)F